ClC=1C=C(C=C2C=C(N=CC12)NC(=O)[C@H]1[C@H](C1)F)C=1C(=C2C(=NC1)NC=N2)C |r| (±)-cis-N-[8-chloro-6-(7-methyl-3H-imidazo[4,5-b]pyridin-6-yl)-3-isoquinolyl]-2-fluoro-cyclopropanecarboxamide